N-((1R,4R)-4-((4-((5-cyclopropyl-1H-pyrazol-3-yl)amino)pyrimidin-2-yl)(methyl)amino)cyclohexyl)imidazo[1,2-a]pyrimidine-2-carboxamide C1(CC1)C1=CC(=NN1)NC1=NC(=NC=C1)N(C1CCC(CC1)NC(=O)C=1N=C2N(C=CC=N2)C1)C